C[N+](CC1=CC=CC=C1)(C(C)C)C dimethyl-isopropylbenzyl-ammonium